C1(CCC1)N(C(NC)=O)C 3-cyclobutyl-1,3-dimethylurea